(S)-methyl 6-(4-(2-amino-3-(naphthalen-2-yl)propoxy)phenyl)quinoline-4-carboxylate N[C@H](COC1=CC=C(C=C1)C=1C=C2C(=CC=NC2=CC1)C(=O)OC)CC1=CC2=CC=CC=C2C=C1